tert-butyl {3-fluoro-4-[(5-nitropyridin-2-yl)oxy]phenyl}methyl-carbamate FC=1C=C(C=CC1OC1=NC=C(C=C1)[N+](=O)[O-])CNC(OC(C)(C)C)=O